Pyridinylindazole N1=C(C=CC=C1)C1=NNC2=CC=CC=C12